C1(CC1)OC1=C(C=CC=C1)B1OC(C(O1)(C)C)(C)C 2-[2-(cyclopropoxy)phenyl]-4,4,5,5-tetramethyl-1,3,2-dioxaborolane